CN(C)C=1N=C(C(=NC1C)C(=O)N)NC1=CC(=CC=C1)CCNC(C(C)N(C(C=C)=O)C)=O (dimethylamino)-6-methyl-3-((3-(2-(2-(N-methylacrylamido)propanamido)ethyl)phenyl)amino)pyrazine-2-carboxamide